C1(=CC=CC=C1)C(=CC)O Phenylpropenol